4-[5-(6-Chloro-1-methyl-9H-pyrido[3,4-b]indol-8-yl)-pyridin-2-yl]-piperazin-2-one ClC=1C=C2C3=C(NC2=C(C1)C=1C=CC(=NC1)N1CC(NCC1)=O)C(=NC=C3)C